C(C)(C)(C)OC(=O)N1CCC2(C(C2(F)F)COC(C)=O)CC1 (Acetoxymethyl)-1,1-difluoro-6-azaspiro[2.5]octane-6-carboxylic acid tert-butyl ester